FC=1C=C(C(=O)C2=C(N(C)C)C=CC(=C2)N)C=C(C1)F 3,5-difluorobenzoyl-4-amino-N,N-dimethylaniline